2-amino-2-(1-methyl-4-piperidinyl)propan-1-ol benzyl-4-[8-(4-methoxycyclohexyl)-2-methylsulfanyl-7-oxo-pyrido[2,3-d]pyrimidin-6-yl]-8-methyl-2,3-dihydroquinoxaline-1-carboxylate C(C1=CC=CC=C1)C1N(C2=C(C=CC=C2N(C1)C1=CC2=C(N=C(N=C2)SC)N(C1=O)C1CCC(CC1)OC)C)C(=O)OCC(C)(C1CCN(CC1)C)N